C(C)(=O)O.N12CCCC=CC2NCCC1 1,8-diazabicyclo[5.4.0]undec-5-ene acetate